C(C1=CC=CC=C1)OC(=O)N1CCN(CC1)CCC1CCN(CC1)C1=NC=C(C(=C1)\C=C\N(C)C)[N+](=O)[O-] 4-[2-(1-[4-[(E)-2-(dimethylamino)vinyl]-5-nitropyridin-2-yl]piperidin-4-yl)ethyl]piperazine-1-carboxylic acid benzyl ester